C(C)(C)(C)OC(=O)N[C@H](C(=O)[O-])CC1=CSC(=C1)C#N (S)-2-((tert-butoxy-carbonyl)amino)-3-(5-cyanothiophen-3-yl)propanoate